C1(=CC=CC=C1)C1OC(=C(C1=O)O)N 2-(phenyl)-5-amino-4-hydroxy-3(2H)-furanone